3-[3-[[5-(trifluoromethyl)pyrazin-2-yl]amino]-1-bicyclo[1.1.1]pentanyl]azetidine-1-carboxylic Acid Tert-Butyl Ester C(C)(C)(C)OC(=O)N1CC(C1)C12CC(C1)(C2)NC2=NC=C(N=C2)C(F)(F)F